N-(7-chloro-6-(1-((3S,4S)-4-hydroxy-3-methyltetrahydrofuran-3-yl)piperidin-4-yl)isoquinolin-3-yl)bicyclo[3.1.0]hexane-6-carboxamide ClC1=C(C=C2C=C(N=CC2=C1)NC(=O)C1C2CCCC12)C1CCN(CC1)[C@]1(COC[C@H]1O)C